O=C(CCCCCN1[C@@H](CC(C1)OC(C=C)=O)C(=O)OCCCCCCCC(=O)OC(CCCCCCCC)CCCCCCCC)OCCCCCCCCCCC [8-(1-octylnonoxy)-8-oxo-octyl] (2S)-1-(6-oxo-6-undecoxy-hexyl)-4-prop-2-enoyloxy-pyrrolidine-2-carboxylate